FC(C=1C=NC(=NC1)NC1CCN(CC1)S(=O)(=O)C=1C=C(CN2CCC(CC2)C(=O)N)C=CC1)(F)F 1-(3-((4-((5-(trifluoromethyl)-pyrimidin-2-yl)amino)piperidin-1-yl)sulfonyl)benzyl)piperidine-4-carboxamide